CNS(OCC(=O)N(C)C=1SC(=C(N1)C)CC1=CC(=C(C=C1)Cl)Cl)(=O)=O 2-((5-(3,4-dichlorobenzyl)-4-methylthiazol-2-yl)(methyl)amino)-2-oxoethyl methylsulfamate